(R)-1-(4-(4-(1-(3-(difluoromethyl)-2-fluorophenyl)ethylamino)cinnolin-6-yl)-5,6-dihydropyridin-1(2H)-yl)ethanone FC(C=1C(=C(C=CC1)[C@@H](C)NC1=CN=NC2=CC=C(C=C12)C1=CCN(CC1)C(C)=O)F)F